ClC=1C=CC(=NC1N(C(C)C)CC)NC1=CC(=C(C(=O)O)C=C1)C 4-(5-Chloro-6-(ethyl-(isopropyl)amino)pyridinylamino)-2-methylbenzoic acid